[2-(3-pyridyl)thiazol-5-yl]methanol N1=CC(=CC=C1)C=1SC(=CN1)CO